CNC1=NC2=C(N1C=1N=C(C3=C(N1)C(=CS3)SC)N3[C@@H](COCC3)C)C=CC=C2 (R)-N-methyl-1-(4-(3-methylmorpholino)-7-(methylthio)thieno[3,2-d]pyrimidin-2-yl)-1H-benzo[d]imidazol-2-amine